BrCCOCCOCCBr 1-bromo-2-[2-(2-bromoethoxy)ethoxy]ethane